O=S1(CCC12CN(C2)C2=CC=CC(=N2)C2=NC1=CC(=NC=C1C=C2)CNC(C2=CC(=C(C=C2)C)S(=O)(=O)C)=O)=O N-((2-(6-(1,1-dioxido-1-thia-6-azaspiro[3.3]heptan-6-yl)pyridin-2-yl)-1,6-naphthyridin-7-yl)methyl)-4-methyl-3-(methylsulfonyl)benzamide